isopropanethiol methyl-(R)-3-amino-4-(3-(benzyloxy)-2-(tosyloxy)propoxy)thiophene-2-carboxylate CC1=C(C(=C(S1)C(=O)O)N)OC[C@@H](COCC1=CC=CC=C1)OS(=O)(=O)C1=CC=C(C)C=C1.C(C)(C)S